C(C)(C)(C)OC(=O)NCCCC1=C(C=CC(=C1)F)NC1=C(C(=O)OC)C=C(C(=C1)Cl)F Methyl 2-((2-(3-((tert-butoxycarbonyl)amino)propyl)-4-fluorophenyl)amino)-4-chloro-5-fluorobenzoate